C(C)N1C[C@@H](CCC1)N (R)-1-ethylpiperidin-3-amine